CC=1N=C(SC1C1=NC(=NC=C1)SC)NC(=O)NC1=CC(=C(C=C1)CN1CCN(CC1)C)C(F)(F)F 1-(4-Methyl-5-(2-(methylthio)pyrimidin-4-yl)thiazol-2-yl)-3-(4-((4-methyl-piperazin-1-yl)methyl)-3-(trifluoromethyl)phenyl)urea